COC1=C(C=C(C=C1)[C@@H](C)NC(C1=C(C=CC(=C1)N1CCN(CC1)C)C)=O)C1=CSC=C1 N-[(1R)-1-[4-Methoxy-3-(3-thienyl)phenyl]ethyl]-2-methyl-5-(4-methylpiperazin-1-yl)benzamide